methyl t-amyl ether C(C)(C)(CC)OC